4-Bromo-6-fluoro-5-(4-fluoro-3-(4-methyl-1H-pyrazol-3-yl)phenoxy)-1-tosyl-1H-indole BrC1=C2C=CN(C2=CC(=C1OC1=CC(=C(C=C1)F)C1=NNC=C1C)F)S(=O)(=O)C1=CC=C(C)C=C1